4-(aminomethyl)-2,6-difluorobenzenesulfonamide HCl Cl.NCC1=CC(=C(C(=C1)F)S(=O)(=O)N)F